ClC1=C(C=CC=C1NC1=NC=CC(=C1F)CNCCO)C1=NC=CC(=C1C)C1=NC(=C(C=C1)CNC[C@H]1CCC(N1)=O)OC (R)-5-((((2'-(2-chloro-3-((3-fluoro-4-(((2-hydroxyethyl)amino)methyl)pyridin-2-yl)amino)phenyl)-6-methoxy-3'-methyl-[2,4'-bipyridin]-5-yl)methyl)amino)methyl)pyrrolidin-2-one